FC=1C=C2C(=NC1)C=CO2 6-fluorofuro[3,2-b]pyridine